C(C)N(CC)CC1=C(C=C(C=C1)C1=CC(=C2C(=N1)C=CS2)NCCCN2CCCCC2)F 5-(4-((diethylamino)methyl)-3-fluorophenyl)-N-(3-(piperidin-1-yl)propyl)thieno[3,2-b]pyridin-7-amine